5-iodo-2-(3,5-dimethylphenoxy)-1,3-dimethylbenzene IC=1C=C(C(=C(C1)C)OC1=CC(=CC(=C1)C)C)C